N1C=NC2=C1C=CC(=C2)C(=O)N 1H-benzo[d]Imidazole-5-carboxamide